CC=1C=C(N)C=CC1CC1=CC=2N(C=C1)N=CN2 3-methyl-4-[[1,2,4]triazolo[1,5-a]pyridin-7-ylmethyl]aniline